arsenic pentaselenium [Se].[Se].[Se].[Se].[Se].[As]